(3,4-dihydro-1H-2-benzopyran-1-yl)methyl N-{[2-(2,6-dioxopiperidin-3-yl)-3-oxo-2,3-dihydro-1H-isoindol-5-yl]methyl}carbamate O=C1NC(CCC1N1CC2=CC=C(C=C2C1=O)CNC(OCC1OCCC2=C1C=CC=C2)=O)=O